FC1=C(C=CC(=C1)I)NC1=C(C(=O)NC2CN(C2)C(=O)OC(C)(C)C)C=CN=C1 tert-butyl 3-(3-((2-fluoro-4-iodophenyl)amino)isonicotinamido)azetidine-1-carboxylate